ClC=1C=CC2=C(C(CCCN2C(C2=C(C=C(C=C2)[N+](=O)[O-])C)=O)=O)C1 7-chloro-1-(4-nitro-2-methylbenzoyl)-5-oxo-2,3,4,5-tetrahydro-1H-1-benzazepine